COCC(C1=NC=C(C=C1)C(F)(F)F)N1[C@@H](CN[C@H](C1)C)C (2R,5S)-1-(2-methoxy-1-(5-(trifluoromethyl)pyridin-2-yl)ethyl)-2,5-dimethylpiperazine